ClC1=C2C(=NN(C2=CC=C1)S(=O)(=O)C1=CC=C(C=C1)C(C)(F)F)N1CC2(CC2)C(C1)(F)F 4-chloro-3-(7,7-difluoro-5-azaspiro[2.4]heptan-5-yl)-1-[4-(1,1-difluoroethyl)phenyl]sulfonyl-indazole